NC1=C(C=C(N=N1)C1=C(C=CC=C1)O)N1CC2CCC(C1)N2C2=CC(=NC=C2)C#CCN2CCOC1CC21 2-[6-amino-5-[8-[2-[3-(2-oxa-5-azabicyclo[4.1.0]heptan-5-yl)prop-1-ynyl]-4-pyridyl]-3,8-diazabicyclo[3.2.1]octan-3-yl]pyridazin-3-yl]phenol